ClC1=CC=C(O\C(\C(=O)OC)=C/C(C)C)C=C1 Methyl (Z)-2-(4-chlorophenoxy)-4-methylpent-2-enoate